C(CCC)OC(C1CCN(CC1)C1=CC(=CC=C1)C1CCNCC1)OCCCC 4-(Dibutoxymethyl)-1-[3-(piperidin-4-yl)phenyl]piperidine